2-(Azepan-1-yl)-N-(5-carbamoylpyridin-3-yl)-5-(trifluoromethyl)nicotinamide N1(CCCCCC1)C1=C(C(=O)NC=2C=NC=C(C2)C(N)=O)C=C(C=N1)C(F)(F)F